2-(trans-3-methoxycyclobutyl)isoindoline-1,3-dione CO[C@@H]1C[C@H](C1)N1C(C2=CC=CC=C2C1=O)=O